FC(CC(CC=O)C)(F)F 5,5,5-Trifluoro-3-methylpentanal